5-chloro-N2-(2-isopropoxy-5-methyl-4-(1-(tetrahydro-2H-pyran-4-yl)-1,2,3,6-tetrahydropyridin-4-yl)phenyl)-N4-(2-(isopropyl-sulfonyl)phenyl)pyrimidine-2,4-diamine ClC=1C(=NC(=NC1)NC1=C(C=C(C(=C1)C)C=1CCN(CC1)C1CCOCC1)OC(C)C)NC1=C(C=CC=C1)S(=O)(=O)C(C)C